FC(C)(F)C=1N=C(OC(C1)=O)N(C)C 4-(1,1-difluoroethyl)-2-(dimethylamino)-6H-1,3-oxazin-6-one